4-[(1S)-1-[[4-[3-(Cycloheptylmethoxy)phenyl]tetrahydropyran-4-carbonyl]amino]ethyl]benzoic acid C1(CCCCCC1)COC=1C=C(C=CC1)C1(CCOCC1)C(=O)N[C@@H](C)C1=CC=C(C(=O)O)C=C1